2-(1-(4-(dibutylamino)phenyl)piperidin-4-yl)ethan-1-ol C(CCC)N(C1=CC=C(C=C1)N1CCC(CC1)CCO)CCCC